trans-N-(5-chlorobenzo[d]thiazol-2-yl)-4-(5-(cis-3-(trifluoromethoxy)cyclobutyl)-1,3,4-oxadiazol-2-yl)cyclohexanecarboxamide ClC=1C=CC2=C(N=C(S2)NC(=O)[C@@H]2CC[C@H](CC2)C=2OC(=NN2)[C@@H]2C[C@@H](C2)OC(F)(F)F)C1